1-(1-(4-(5-((3S,4S)-4-amino-3-methyl-2-oxa-8-azaspiro[4.5]decan-8-yl)-6-(hydroxymethyl)pyrazin-2-ylthio)-3-chloropyridin-2-yl)azetidin-3-yl)ethanol N[C@@H]1[C@@H](OCC12CCN(CC2)C=2N=CC(=NC2CO)SC2=C(C(=NC=C2)N2CC(C2)C(C)O)Cl)C